3-(AMINOMETHYL)-4-CHLORO-7-(2-HYDROXYETHOXY)BENZO[C][1,2]OXABOROL-1(3H)-OL NCC1C2=C(B(O1)O)C(=CC=C2Cl)OCCO